ClC1=CC=NC2=CC(=CC=C12)N(C)C 4-chloro-N,N-dimethylquinolin-7-amine